O1CCOC12CCN(CC2)C2=C(C=C(C=C2)C2C(NC(CC2)=O)=O)F 3-[4-(1,4-dioxa-8-azaspiro[4.5]decan-8-yl)-3-fluoro-phenyl]piperidine-2,6-dione